(R)-4-amino-5-(4-chlorophenyl)pentanoic acid N[C@H](CCC(=O)O)CC1=CC=C(C=C1)Cl